CC1=CC(=NN1)NC=1C2=C(N=C(N1)NC1CC3CCC(C1)N3CCC#N)C=CC=N2 3-((3-exo)-3-((4-((5-methyl-1H-pyrazol-3-yl)amino)pyrido[3,2-d]pyrimidin-2-yl)amino)-8-azabicyclo[3.2.1]oct-8-yl)propionitrile